5,6,7,8-tetrahydro-4H-4,9,10-triazaindeno[2,1,7-kla]heptalen-11(10H)-one C1=CC=C2NC=3CCCCC4=NNC(C1=C2C34)=O